N-(2,3-dihydro-1,4-benzoxazin-4-yl)-4-(3-fluoroazetidin-1-yl)-8-(2,3,5-trifluorophenyl)quinoline-3-carboxamide O1CCN(C2=C1C=CC=C2)NC(=O)C=2C=NC1=C(C=CC=C1C2N2CC(C2)F)C2=C(C(=CC(=C2)F)F)F